1'-[2-(4-methanesulfonyl-3-methylphenoxy)ethyl]-2-oxo-1,2-dihydrospiro[indole-3,4'-piperidine]-5-carbonitrile CS(=O)(=O)C1=C(C=C(OCCN2CCC3(CC2)C(NC2=CC=C(C=C23)C#N)=O)C=C1)C